6-cyclopropaneamido-4-[(3-methoxy-4-{5-[(methylamino)methyl]-1,2,4-oxadiazol-3-yl}pyridin-2-yl)amino]-N-(2H3)methylpyridazine-3-carboxamide C1(CC1)C(=O)NC1=CC(=C(N=N1)C(=O)NC([2H])([2H])[2H])NC1=NC=CC(=C1OC)C1=NOC(=N1)CNC